C(#N)C1=C(C(=NC(=C1)CC1=C(C=C(C=C1C)Cl)C)C(CCC(=O)O)=O)O 4-[4-Cyano-6-(4-chloro-2,6-dimethyl-benzyl)-3-hydroxy-pyridin-2-yl]-4-oxo-butyric acid